Cl.NC=1C=C(C=CC1)S(=O)(=O)F L-3-aminobenzenesulfonyl fluoride hydrochloride